C(C1=CC=CC=C1)C1(C[C@@H]2[C@@H](CN(C2)CC(=O)C2=CC=C(C=C2)O)C1)OC 2-((3aR,5r,6aS)-5-benzyl-5-methoxyhexa-hydrocyclopenta[c]pyrrol-2(1H)-yl)-1-(4-hydroxyphenyl)ethanone